C(C)(C)[C@H]1[C@@H](C[C@@H](CC1)C)O (1R,2S,5R)-2-isopropyl-5-methylcyclohexan-1-ol